3-(tert-butoxycarbonylamino)-3-methylbutanoic acid C(C)(C)(C)OC(=O)NC(CC(=O)O)(C)C